3-(4-(2,4-difluorophenyl)-5-mercapto-4H-1,2,4-triazol-3-yl)propan-1-ol silver (-)-camphorsulfonate C12(C(=O)CC(CC1)C2(C)C)CS(=O)(=O)[O-].[Ag+].FC2=C(C=CC(=C2)F)N2C(=NN=C2S)CCCO